[1,3-bis-(2-tolyl)-2-imidazolidinylidene]dichloro(2-isopropoxybenzylidene)ruthenium(II) C1(=C(C=CC=C1)N1C(N(CC1)C1=C(C=CC=C1)C)=[Ru-4](=CC1=C(C=CC=C1)OC(C)C)(Cl)Cl)C